BrC1=CN2C(C(=CC(=C2C=C1)CN(C)C)C(=O)OCC)=O ethyl 7-bromo-1-((dimethylamino)methyl)-4-oxo-4H-quinolizine-3-carboxylate